(M)-6-Chloro-7-[2-(dimethyl-amino)phenyl]-4-[(2S,5R)-2,5-dimethyl-4-prop-2-enoyl-piperazin-1-yl]-1-(2-isopropyl-4-methyl-3-pyridyl)pyrido[2,3-d]pyrimidin-2-one ClC1=CC2=C(N(C(N=C2N2[C@H](CN([C@@H](C2)C)C(C=C)=O)C)=O)C=2C(=NC=CC2C)C(C)C)N=C1C1=C(C=CC=C1)N(C)C